C(C)(C)(C)C(CCCC(=O)O)=O 5-tert-butyl-5-oxopentanoic acid